ClC1=C(C=CC=C1C=1C=NC(=CC1)N1C2(CC2)CCC1=O)C1C(NC(CC1)=O)=O 3-(2-chloro-3-(6-(5-oxo-4-azaspiro[2.4]heptan-4-yl)pyridin-3-yl)phenyl)piperidine-2,6-dione